4-(6-bromo-1,3-dioxo-1H-benzo[de]isoquinoline-2(3H)-yl)benzoic acid BrC=1C=CC=2C(N(C(C3=CC=CC1C23)=O)C2=CC=C(C(=O)O)C=C2)=O